6-[[4-[1-(p-toluenesulfonyl)pyrrolo[2,3-b]pyridin-5-yl]imidazol-1-yl]methyl]indole-1-carboxylic acid tert-butyl ester C(C)(C)(C)OC(=O)N1C=CC2=CC=C(C=C12)CN1C=NC(=C1)C=1C=C2C(=NC1)N(C=C2)S(=O)(=O)C2=CC=C(C)C=C2